tert-Butyl ((1R)-2-(tert-butoxy)-1-(7-((((S)-tert-butylsulfinyl)amino)(cyclopropyl)methyl)imidazo[1,2-b]pyridazin-2-yl)ethyl)carbamate C(C)(C)(C)OC[C@@H](C=1N=C2N(N=CC(=C2)C(C2CC2)N[S@@](=O)C(C)(C)C)C1)NC(OC(C)(C)C)=O